C1(CC1)C1=NN(C=N1)C1CC2(CN(C2)C(=O)N2CC3(C2)CCN(CC3)CC=3N(N=CC3C(F)(F)F)C)C1 [6-(3-cyclopropyl-1,2,4-triazol-1-yl)-2-azaspiro[3.3]heptan-2-yl]-[7-[[2-methyl-4-(trifluoromethyl)pyrazol-3-yl]methyl]-2,7-diazaspiro[3.5]nonan-2-yl]methanone